2-(4-(1-(2,6-dioxopiperidin-3-yl)-3-methyl-2-oxo-2,3-dihydro-1H-benzo[d]imidazol-5-yl)piperidin-1-yl)acetic acid O=C1NC(CCC1N1C(N(C2=C1C=CC(=C2)C2CCN(CC2)CC(=O)O)C)=O)=O